8-Hydroxy-2-methyl-4(3H)-quinazolinone OC=1C=CC=C2C(NC(=NC12)C)=O